FC(C1=C(OC2=CC(=CC(=C2)OC2=C(C=C(C=C2)[N+](=O)[O-])C(F)(F)F)OC2=C(C=C(C=C2)[N+](=O)[O-])C(F)(F)F)C=CC(=C1)[N+](=O)[O-])(F)F 1,3,5-tris(2-trifluoromethyl-4-nitrophenoxy)benzene